ClC=1C=C2C(=NC1C1=CC=C(C=C1)C1=CC=C(C=C1)COCCOCCO)N=C(N2)OC2CCC(CC2)C(=O)O (1r,4r)-4-((6-chloro-5-(4'-((2-(2-hydroxyethoxy)ethoxy)methyl)-[1,1'-biphenyl]-4-yl)-1H-imidazo[4,5-b]pyridin-2-yl)oxy)cyclohexanecarboxylic acid